3-(2,4-dioxotetrahydropyrimidine-1(2H)-yl)-4-(methyl-d3)benzoic acid O=C1N(CCC(N1)=O)C=1C=C(C(=O)O)C=CC1C([2H])([2H])[2H]